diphenyl-Carbon C1(=CC=CC=C1)[C]C1=CC=CC=C1